tris(2,4,6-trimethylbenzoyl)phosphine oxide CC1=C(C(=O)P(C(C2=C(C=C(C=C2C)C)C)=O)(C(C2=C(C=C(C=C2C)C)C)=O)=O)C(=CC(=C1)C)C